FC1=CC2=C(N(C(C(N2C)=O)=O)C2CCN(CC2)C2=NC=C(C=N2)OC)N=C1 7-fluoro-4-(1-(5-methoxypyrimidin-2-yl)piperidin-4-yl)-1-methyl-1,4-dihydropyrido[2,3-b]pyrazine-2,3-dione